FC1=COC2=C1C=C(C=C2)CC(C)NCC(CO)CO 2-(((1-(3-fluorobenzofuran-5-yl)propan-2-yl)amino)methyl)propane-1,3-diol